3-[1-[2-(cyclopropylamino)acetyl]-3-piperidyl]benzamide C1(CC1)NCC(=O)N1CC(CCC1)C=1C=C(C(=O)N)C=CC1